1-(6-((4-cyanopyridin-2-yl)amino)-3-methylpyridine-2-carbonyl)-5,5-difluoropiperidine C(#N)C1=CC(=NC=C1)NC1=CC=C(C(=N1)C(=O)N1CCCC(C1)(F)F)C